10-chloro-9-(3,5-dimethylisoxazol-4-yl)-2-((4-methoxy-6-methyl-2-oxo-1,2-dihydropyridin-3-yl)methyl)-3,4,6,7-tetrahydro-[1,4]diazepino[6,7,1-HI]indol-1(2H)-one ClC1=C(C=C2CCN3C2=C1C(N(CC3)CC=3C(NC(=CC3OC)C)=O)=O)C=3C(=NOC3C)C